S(=O)(=O)(O)O.C1(=CC=CC=C1)OC1=CC=CC=C1 phenyl ether sulfate salt